COC(=O)N1CC(C1)(CN1N=C2C3=C(CCC2=C1)OC(=C3C)C(NC[C@H]3OCCC3)=O)F 3-Fluoro-3-[(8-methyl-7-{[(2S)-tetrahydrofuran-2-ylmethyl]carbamoyl}-4,5-dihydro-2H-furo[2,3-g]indazol-2-yl)methyl]azetidine-1-carboxylic acid methyl ester